5-chloro-4-(1,9-dioxa-4-azaspiro[5.5]undecan-4-yl)-2-(2-fluoro-4-pyridinyl)-1H-pyrimidin-6-one ClC1=C(N=C(NC1=O)C1=CC(=NC=C1)F)N1CCOC2(C1)CCOCC2